(5-cyclohexyl-1,3,4-thiadiazol-2-yl)-[4-(1,5-dimethylpyrazol-4-yl)-3,4-dihydro-1H-isoquinolin-2-yl]methanone C1(CCCCC1)C1=NN=C(S1)C(=O)N1CC2=CC=CC=C2C(C1)C=1C=NN(C1C)C